FC1=CC=C(C(C)N)C=C1 L-4-fluoro-alpha-methylbenzylamine